hexyl (1R,2R)-1-((tert-butoxycarbonyl)amino)-2-ethylcyclopropane-1-carboxylate C(C)(C)(C)OC(=O)N[C@]1([C@@H](C1)CC)C(=O)OCCCCCC